5,6-dihydro-7,7-dimethylquinolin-8-one CC1(CCC=2C=CC=NC2C1=O)C